ethyl 6-bromo-7-fluoro-1-[(4-methoxyphenyl) methyl]-4-oxo-quinoline-3-carboxylate BrC=1C=C2C(C(=CN(C2=CC1F)CC1=CC=C(C=C1)OC)C(=O)OCC)=O